BrCC(=O)C1=CC=C(C=C1)Cl 2-bromo-4'-chloroacetophenone